[N+](=O)([O-])C1=CC=C(C=C1)N\N=C\C1=CNC2=CC=CC=C12 (E)-3-((2-(4-nitrophenyl)hydrazineylidene)methyl)-1H-indole